C(C)(C)(C)C1=NOC(=N1)C(=O)NCC1=C(C=C(C=C1)C1=C2C(=NC=C1)NC(=N2)C=2C(=NN(C2C)C(C)C)C)Cl 3-(tert-Butyl)-N-(2-chloro-4-(2-(1-isopropyl-3,5-dimethyl-1H-pyrazol-4-yl)-3H-imidazo[4,5-b]pyridin-7-yl)benzyl)-1,2,4-oxadiazole-5-carboxamide